ClC=1C=C(C=CC1)[C@@H](C(=O)N1[C@H]2CC([C@@H]([C@H]1C(=O)N[C@H](C[C@@H]1C(NCC1)=O)C#N)CC2)(F)F)O (1R,3S,4R)-2-((S)-2-(3-chlorophenyl)-2-hydroxyacetyl)-N-((R)-1-cyano-2-((R)-2-oxopyrrolidin-3-yl)ethyl)-5,5-difluoro-2-azabicyclo[2.2.2]octane-3-carboxamide